C(C)(C)(C)OC(=O)N1C[C@H](CC1)N1N=C(C(=C1NCC1=CC=C(C=C1)OC)C#N)Br (3S)-3-(3-bromo-4-cyano-5-{[(4-methoxyphenyl)methyl]amino}pyrazol-1-yl)pyrrolidine-1-carboxylic acid tert-butyl ester